(1S,3S)-3-((2-(5-((4-(cyclopropylmethyl)-1H-1,2,3-triazol-1-yl)methyl)-1-methyl-1H-pyrazol-4-yl)-4-methylpyrimidin-5-yl)oxy)cyclohexane-1-carboxylic acid C1(CC1)CC=1N=NN(C1)CC1=C(C=NN1C)C1=NC=C(C(=N1)C)O[C@@H]1C[C@H](CCC1)C(=O)O